1,1-bis(5-tert-butyl-4-hydroxy-2-methylphenyl)-3-n-dodecylmercaptobutane C(C)(C)(C)C=1C(=CC(=C(C1)C(CC(C)SCCCCCCCCCCCC)C1=C(C=C(C(=C1)C(C)(C)C)O)C)C)O